Cl.Cl.Cl.Cl.N1N=NC=C1 triazole dihydrochloride 2HCl